2,5-dimethyl-2,5-bis(hydroperoxy)hexane CC(C)(CCC(C)(OO)C)OO